C1(CC1)C(=O)N1CCNCC1 cyclopropyl(1-piperazinyl)methanone